NC=1C(C2=C(C=CC(=C2C(C1)=O)OC)OC)=O 2-amino-5,8-dimethoxy-1,4-naphthoquinone